3-fluoro-5-(((6S,8aS)-1,1,2,2-tetrafluoro-8a-hydroxy-6-methyl-1,2,6,7,8,8a-hexahydroacenaphthylen-5-yl)oxy)benzonitrile FC=1C=C(C#N)C=C(C1)OC1=CC=C2C(C([C@@]3(CC[C@@H](C1=C32)C)O)(F)F)(F)F